sodium trisulfide [S-]S[S-].[Na+].[Na+]